NCC=1C=C(C=CC1)C=1C=CC2=C(C(=C(O2)C(C)(C)C)COC2=C(C=CC(=C2)OC)CC(=O)O)C1 2-(2-((5-(3-(aminomethyl)phenyl)-2-(tert-butyl)benzofuran-3-yl)methoxy)-4-methoxyphenyl)acetic acid